BrCCOC1=CC2=C(N(C=N2)C2CC(C2)(O)C)C(=C1)C (cis)-3-[5-(2-bromoethoxy)-7-methyl-1H-1,3-benzimidazol-1-yl]-1-methylcyclobutanol